FC(C(C1=CC=C(C=C1)F)N1N=CC(=C1)C=1C=C(C(=NC1)F)C1=CC=2N(C=C1)N=C(N2)N2C(=CC=C2C)C)(C)F 7-(5-(1-(2,2-difluoro-1-(4-fluorophenyl)propyl)-1H-pyrazol-4-yl)-2-fluoropyridin-3-yl)-2-(2,5-dimethyl-1H-pyrrol-1-yl)-[1,2,4]triazolo[1,5-a]pyridine